(S)-N-(2,6-difluorobenzyl)-1-(5-methyl-2-((tetrahydrofuran-3-yl)amino)pyrimidin-4-yl)-1H-imidazole-4-amide FC1=C(CNC(=O)C=2N=CN(C2)C2=NC(=NC=C2C)N[C@@H]2COCC2)C(=CC=C1)F